The molecule is the L-enantiomer of aspartic acid. It has a role as an Escherichia coli metabolite, a mouse metabolite and a neurotransmitter. It is an aspartate family amino acid, a proteinogenic amino acid, an aspartic acid and a L-alpha-amino acid. It is a conjugate acid of a L-aspartate(1-). It is an enantiomer of a D-aspartic acid. C([C@@H](C(=O)O)N)C(=O)O